C1CC2=C(C=CC(=C2)Cl)C(=C3CCNCC3)C4=C1C=CC=N4 The molecule is loratadine in which the ethoxycarbonyl group attached to the piperidine ring is replaced by hydrogen. The major metabolite of loratidine, desloratadine is an antihistamine which is used for the symptomatic relief of allergic conditions including rhinitis and chronic urticaria. It does not readily enter the central nervous system, so does not cause drowsiness. It has a role as a H1-receptor antagonist, an anti-allergic agent and a cholinergic antagonist.